N-[2-(6-cyano-2-pyridyl)-2-(5-methoxy-1,3-dimethyl-pyrazol-4-yl)ethyl]-3-(3,5-difluoro-2-pyridyl)isoxazole-5-carboxamide C(#N)C1=CC=CC(=N1)C(CNC(=O)C1=CC(=NO1)C1=NC=C(C=C1F)F)C=1C(=NN(C1OC)C)C